(1R,4s)-4-(2-(sec-butylamino)-8-(2,4,6-trifluorophenylamino)-9H-purin-9-yl)cyclohexanecarboxamide C(C)(CC)NC1=NC=C2N=C(N(C2=N1)C1CCC(CC1)C(=O)N)NC1=C(C=C(C=C1F)F)F